(1R,2S,5S)-N-((S)-1-amino-1-oxo-3-((S)-2-oxopyrrolidin-3-yl)propan-2-yl)-3-((S)-2-amino-3,3-dimethylbutanoyl)-6,6-dimethyl-3-azabicyclo[3.1.0]hexane-2-carboxamide hydrochloride Cl.NC([C@H](C[C@H]1C(NCC1)=O)NC(=O)[C@@H]1[C@H]2C([C@H]2CN1C([C@H](C(C)(C)C)N)=O)(C)C)=O